ClC=1C=CC(=C(C1)C1=CC(=CC=C1)OC)S(=O)(=O)N1CCC(CC1)(C(=O)N[C@H](C)\C=C/S(=O)(=O)C)C (R,Z)-1-((5-chloro-3'-methoxy-[1,1'-biphenyl]-2-yl)sulfonyl)-4-methyl-N-(4-(methylsulfonyl)but-3-en-2-yl)piperidine-4-carboxamide